N-(2-hydroxyethyl)piperidone OCCN1C(CCCC1)=O